3-cyclopropyl-7-fluoro-4-(3-methyl-4-methylsulfonyl-phenyl)-1H-pyrazolo[4,3-c]pyridine C1(CC1)C1=NNC2=C1C(=NC=C2F)C2=CC(=C(C=C2)S(=O)(=O)C)C